C(C1=CC=CC=C1)OC=1C=C(C(=O)N)C=CC1[C@@H](C1=CC=NC=C1)OC1=CC=C2C(CCOC2=C1C)=O (R)-3-(benzyloxy)-4-(((8-methyl-4-oxochroman-7-yl)oxy)(pyridin-4-yl)methyl)benzamide